C1(CC1)C1=CC(=C(C(=O)OC)C=C1)NC(=O)N1C[C@](CC1)(C1=NC=NS1)C1=CC(=C(C=C1)C)F |o1:18| methyl (R or S)-4-cyclopropyl-2-(3-(3-fluoro-4-methylphenyl)-3-(1,2,4-thiadiazol-5-yl)pyrrolidine-1-carboxamido)benzoate